N1C(=NCCC1)SCCCN1CCCCC1 1-(3-((1,4,5,6-tetrahydropyrimidin-2-yl)thio)propyl)piperidine